(S)-2-(3-cyclopropyl-1-isopropyl-4-oxo-1,4-dihydro-5H-pyrazolo[3,4-d]pyridazin-5-yl)-N-(1-(2-fluoro-4-methylphenyl)ethyl)acetamide C1(CC1)C1=NN(C=2C=NN(C(C21)=O)CC(=O)N[C@@H](C)C2=C(C=C(C=C2)C)F)C(C)C